CC1=C2C(=CC(=NC2=NC(=C1)C)N[C@H]1CNCC1)N (R)-5,7-dimethyl-N2-(pyrrolidin-3-yl)-1,8-naphthyridine-2,4-diamine